C(C)(C)(C)OC(N[C@H]1CC2=C(N=C(S2)Br)CC1)=O (R)-(2-bromo-4,5,6,7-tetrahydrobenzo[d]thiazol-6-yl)carbamic acid tert-butyl ester